NCOC(CCC1=CC=C(C=C1)Cl)=O (aminomethyl)-4-chloro-hydrocinnamate